C(#N)C1=C(SC2=C1CNC(C2)C)NC(CC2=CC=C(C=C2)S(N)(=O)=O)=O N-(3-cyano-6-methyl-4,5,6,7-tetrahydrothieno[3,2-c]pyridine-2-yl)-2-(4-sulfamoylphenyl)acetamide